1-bromo-1-(4-dodecyloxyphenyl)ethane BrC(C)C1=CC=C(C=C1)OCCCCCCCCCCCC